P(=O)(OC1=CC=CC=C1)(OC1=CC=CC=C1)OC1C2C(OC1)C(CO2)OP(=O)(OC2=CC=CC=C2)OC2=CC=CC=C2 diphenyl 6-(diphenoxyphosphoryloxy)hexahydrofuro[3,2-b]furan-3-yl phosphate